(R)-(+)-1-(2-methoxy-1-naphthyl)-isoquinoline-N-oxide COC1=C(C2=CC=CC=C2C=C1)C1=[N+](C=CC2=CC=CC=C12)[O-]